COC1(CC(CN(CC(OC(C(C(C(C1)C)=O)(C)C)=O)C)C)C)C 8-methoxy-2,4,6,8,10,12,12-heptamethyl-1-oxa-4-azacyclotridecane-11,13-dione